COC1=CC=C2C=CC(=CC2=C1)CC(=O)O 2-(7-methoxynaphthalen-2-yl)acetic acid